FC(C1=CC=C(C=C1)C1=CC=C(C=C1)[C@H](CC(=O)O)C#CC)(F)F (S)-3-(4'-(trifluoromethyl)-[1,1'-biphenyl]-4-yl)hex-4-ynoic acid